BrC=1C=C(C(=NC1)OCCNC(C)C)NS(=O)(=O)C N-(5-bromo-2-[2-[(propan-2-yl)amino]ethoxy]pyridin-3-yl)methanesulfonamide